ClC1=NC=2C(CN=CC2C=C1)(F)F 2-chloro-8,8-difluoro-7,8-dihydro-1,6-naphthyridin